8-bromo-5-methyl-[1,2,4]triazolo[1,5-c]pyrimidine BrC=1C=2N(C(=NC1)C)N=CN2